C1(=CC=CC=C1)NC1=C(C(=O)O)C=C(C(=C1)C(=O)O)NC1=CC=CC=C1 2,5-bis(phenylamino)terephthalic acid